C(CCC\C=C/C\C=C/C\C=C/C\C=C/C\C=C/CC)(=O)OCCCCCC(OC(NCCOCCN(CC)C)=O)CCCCCOC(CCC\C=C/C\C=C/C\C=C/C\C=C/C\C=C/CC)=O 12-(5-{[(5Z,8Z,11Z,14Z,17Z)-1-oxoicosa-5,8,11,14,17-pentaenyl] oxy} pentyl)-3-methyl-10-oxo-3,9-diaza-6,11-dioxaheptadecan-17-yl (5Z,8Z,11Z,14Z,17Z)-icosa-5,8,11,14,17-pentaenoate